CN(C(=O)N1CCN(CC1)C=1C=2N(C=C(C1)S(NC1(CC1)C)(=O)=O)C(=CN2)C=C(C)C)C N,N-dimethyl-4-(6-(N-(1-methylcyclopropyl)sulfamoyl)-3-(2-methylprop-1-en-1-yl)imidazo[1,2-a]pyridin-8-yl)piperazine-1-carboxamide